BrC1=CC=C(S1)S(=O)(=O)N1N=CC=C1 1-((5-bromothiophen-2-yl)sulfonyl)-1H-pyrazole